NC=1C(=NC(=C(N1)F)C=1C=CC2=C([C@@H](CO2)N(C)C)C1)C=1C=C2C(CNC(C2=CC1)=O)(F)F (S)-6-(3-amino-6-(3-(dimethylamino)-2,3-dihydrobenzofuran-5-yl)-5-fluoropyrazin-2-yl)-4,4-difluoro-3,4-dihydroisoquinolin-1(2H)-one